4-(4-(6-amino-5-(5-(cyclopropylmethyl)-1,3,4-oxadiazol-2-yl)pyridin-3-yl)-1H-pyrazol-1-yl)piperidine-1-carboxylic acid tert-butyl ester C(C)(C)(C)OC(=O)N1CCC(CC1)N1N=CC(=C1)C=1C=NC(=C(C1)C=1OC(=NN1)CC1CC1)N